C(C1=CC=CC=C1)C(C(=O)O)CCCCCCC=CCC=CCCCCC benzyl-9,12-octadecadienoic acid